4-((methylsulfonyl)oxy)pyrrolidine-1-carboxylic acid tert-butyl ester C(C)(C)(C)OC(=O)N1CCC(C1)OS(=O)(=O)C